C(#N)C1=CC=C(C(=O)NC2=C(C=CC=C2)F)C=C1 4-cyano-N-(2-fluoro-phenyl)-benzamide